4-(cyclobutylamino)-2-(4-hydroxybicyclo[2.2.1]heptan-1-ylamino)pyrimidine-5-carboxamide C1(CCC1)NC1=NC(=NC=C1C(=O)N)NC12CCC(CC1)(C2)O